(R)-1-(4-(1-hydroxyethyl)pyridin-2-yl)-N-(6-methoxy-1-methyl-1H-pyrazolo[4,3-c]pyridin-7-yl)-1H-pyrazole-4-sulfonamide O[C@H](C)C1=CC(=NC=C1)N1N=CC(=C1)S(=O)(=O)NC=1C2=C(C=NC1OC)C=NN2C